3-(3,4-Dimethoxyphenyl)-5-(3-hydroxyphenyl)-1H-pyrazole COC=1C=C(C=CC1OC)C1=NNC(=C1)C1=CC(=CC=C1)O